C(C)(=O)O[C@H]1[C@@H]([C@H](O[C@@H]([C@H]1OC(C)=O)O)CCP(=O)(OCC)OCC)CC(=O)[O-] [(2R,3R,4S,5S,6S)-4,5-diacetoxy-2-(2-diethoxyphosphorylethyl)-6-hydroxy-tetrahydropyran-3-yl]acetate